COCCC#CC(=O)O 5-methoxypent-2-ynoic acid